ClC1=C2C(=NC=C1C=1C(=C(C(=O)N(CCO)CC)C=CC1)F)NCC21CC1 3-(4'-Chloro-1',2'-dihydrospiro[cyclopropane-1,3'-pyrrolo[2,3-b]pyridin]-5'-yl)-N-ethyl-2-fluoro-N-(2-hydroxyethyl)benzamide